C(C)(C)(C)N(C(O)=O)CCOCCOCCOC1=NC(=NC=C1)SC.ClC=1C=CC(=C2C=CC(=NC12)C1=CC=C(C=C1)OC(F)(F)F)OCCN1CCOCC1 1-(8-chloro-5-(2-morpholinoethoxy)quinolin-2-yl)-4-(trifluoromethoxy)benzene tert-butyl-(2-(2-(2-((2-(methylthio)pyrimidin-4-yl)oxy)ethoxy)ethoxy)ethyl)carbamate